ClC1=C(C=CC=C1F)B(O)O 2-chloro-3-fluoro-phenyl-boronic acid